C1(=CC=CC=C1)C1=C(C2=C([Se]C3=C2C=CC=C3)C=C1)C1=NN=NC(=C1C1=C(C=CC=C1)C1=CC=CC=C1)C1=CC=CC=C1 Phenyl[phenyl(biphenylyl)triazinyl]dibenzoselenophen